ethyl 2-(2-{[7-(5-methyl-1,2,4-oxadiazol-3-yl) isoquinolin-1-yl] amino} ethyl)-1,3-benzothiazole-5-carboxylate CC1=NC(=NO1)C1=CC=C2C=CN=C(C2=C1)NCCC=1SC2=C(N1)C=C(C=C2)C(=O)OCC